tert-butyl 6-[2-[4-(2-bromo-4-methoxycarbonyl-phenoxy)phenyl]ethynyl]-2-azaspiro[3.3]heptane-2-carboxylate BrC1=C(OC2=CC=C(C=C2)C#CC2CC3(CN(C3)C(=O)OC(C)(C)C)C2)C=CC(=C1)C(=O)OC